C(C)OC(C[C@@H](C=1C=C(C=CC1)C1=C(C=CC=C1)OC)NC(=O)NC=1C(N(C=C(C1O)C)C)=O)=O (S)-3-(3-(4-hydroxy-1,5-dimethyl-2-oxo-1,2-dihydropyridin-3-yl)ureido)-3-(2'-methoxybiphenyl-3-yl)propanoic acid ethyl ester